C(C)C=1C(NC=2C=C(C=NC2C1)CNC1CN(C1)C=1C=CC(=NC1)C(=O)NC)=O 5-(3-(((7-Ethyl-6-oxo-5,6-dihydro-1,5-naphthyridin-3-yl)methyl)amino)azetidin-1-yl)-N-methylpicolinamide